Racemic-4-(6-(2,7-diazaspiro[4.5]decan-2-yl)pyridin-3-yl)-6-ethoxypyrazolo[1,5-a]pyridine-3-carbonitrile dihydrochloride Cl.Cl.C1N(CC[C@]12CNCCC2)C2=CC=C(C=N2)C=2C=1N(C=C(C2)OCC)N=CC1C#N |r|